(E)-2-((dimethylamino)methylene)-4,4-dimethyl-3-oxopiperidine-1-carboxylic acid tert-butyl ester C(C)(C)(C)OC(=O)N1/C(/C(C(CC1)(C)C)=O)=C/N(C)C